thieno[2,3,4,5-lmn][3,8]phenanthroline-1,3,5,7(2H,6H)-tetraone C1(NC(C2=C3C4=C(C(NC(C4=CC=C13)=O)=O)S2)=O)=O